1-Methyl-3-(4,4,5,5-tetramethyl-1,3,2-dioxaborolan-2-yl)-1H-pyrazole CN1N=C(C=C1)B1OC(C(O1)(C)C)(C)C